N,2,2-trimethyl-N-((1-methyl-1H-pyrazol-3-yl)methyl)butyramide CN(C(C(CC)(C)C)=O)CC1=NN(C=C1)C